(2-hydroxypropan-2-yl)piperidine-4-carboxylic acid methyl ester COC(=O)C1CCN(CC1)C(C)(C)O